C(C)(C)(C)OC(=O)N[C@H](CO)C(=O)OC(C)(C)C tert-butyl (tert-butoxycarbonyl)-D-serinate